C1N(CCC2=CC=CC=C12)C1N(CCCC1O)C1=CC=NC=N1 6-((3,4-dihydroisoquinolin-2(1H)-yl)-3-hydroxypiperidin-1-yl)pyrimidine